9E,12E-octadecadienoate CCCCC/C=C/C/C=C/CCCCCCCC(=O)O